BrC=1C=C2CC(C(NC2=CC1)=S)C 6-Bromo-3-methyl-3,4-dihydroquinoline-2(1H)-thione